C(CCCCCCCCCCCCCCCCCCCCCCCCCCC)(=O)[O-].[Na+].FC=1C=CC=2C=3N(C(=NC2C1)N[C@H]1C(NCC1)=O)N=C(N3)C3=CC(=CC=C3)OC (3R)-3-{[8-fluoro-2-(3-methoxyphenyl)[1,2,4]triazolo[1,5-c]quinazolin-5-yl]amino}pyrrolidin-2-one Sodium montanate